(S)-2-(4,4-difluoro-3-methylpiperidin-1-yl)-N-(2-sulfamoylpyridin-4-yl)-5-(trifluoromethyl)nicotinamide FC1([C@H](CN(CC1)C1=C(C(=O)NC2=CC(=NC=C2)S(N)(=O)=O)C=C(C=N1)C(F)(F)F)C)F